2-((2-cyclopropyl-6-(1-cyclopropylpiperidin-4-yl)-1-oxo-1,2-dihydroisoquinolin-4-yl)(methyl)amino)-4-(4-fluorophenyl)thiazole-5-carbonitrile C1(CC1)N1C(C2=CC=C(C=C2C(=C1)N(C=1SC(=C(N1)C1=CC=C(C=C1)F)C#N)C)C1CCN(CC1)C1CC1)=O